1,3,5-tris[4-(3-methylphenyl-anilino)phenyl]benzene CC=1C=C(C=CC1)N(C1=CC=CC=C1)C1=CC=C(C=C1)C1=CC(=CC(=C1)C1=CC=C(C=C1)N(C1=CC=CC=C1)C1=CC(=CC=C1)C)C1=CC=C(C=C1)N(C1=CC=CC=C1)C1=CC(=CC=C1)C